7-chloro-2-iodo-3-(2,2,2-trifluoroethyl)pyrazolo[1,5-a]pyridine ClC1=CC=CC=2N1N=C(C2CC(F)(F)F)I